(5-(cyclohexylmethyl)-6-methoxy-[1,1'-biphenyl]-3-yl)hydrazine C1(CCCCC1)CC=1C=C(C=C(C1OC)C1=CC=CC=C1)NN